4-[6-ethyl-2-(pyridin-2-yl)pyrimidin-4-yl]-1,3-dimethyl-2,3,4,5-tetrahydro-1H-1,4-benzodiazepine C(C)C1=CC(=NC(=N1)C1=NC=CC=C1)N1C(CN(C2=C(C1)C=CC=C2)C)C